[N+](=O)([O-])C1=C(C(=CC(=C1)C(F)(F)F)[N+](=O)[O-])N 2,6-dinitro-4-(trifluoromethyl)benzenamine